ClC1=C(C=C(C=C1)CN1N=NC(=C1)C1=C(N=C2N1C=CC=C2)C2=CC=C(C=C2)Cl)CO (2-Chloro-5-((4-(2-(4-chlorophenyl)imidazo[1,2-a]pyridin-3-yl)-1H-1,2,3-triazol-1-yl)methyl)-phenyl)methanol